C(C)OC(C(C)(C)OC1=C(C=C(C=C1C)CN1CCN(CC1)CCCC1=CC=C(C=C1)SC)C)=O 2-(2,6-dimethyl-4-((4-(3-(4-(methylthio)phenyl)propyl)piperazin-1-yl)methyl)phenoxy)-2-methylpropanoic acid ethyl ester